OC1=C(C(=CC(=C1)C(F)(F)F)C)C=1C=CC=2C(N1)=NN(C2[C@H](C)O)[C@@H]2CCC(N(C2)C(C)C)=O (R)-5-(6-(2-hydroxy-6-methyl-4-(trifluoromethyl)phenyl)-3-((S)-1-hydroxyethyl)-2H-pyrazolo[3,4-b]pyridin-2-yl)-1-isopropylpiperidin-2-one